C(C)N(C(C1=CC=C(C=C1)C1=CC(=C2C(=N1)C=CS2)NCCCN2C[C@H]1NC(O[C@H]1C2)=O)=O)CC N,N-diethyl-4-(7-((3-((3aR,6aS)-2-oxohexahydro-5H-pyrrolo[3,4-d]oxazol-5-yl)propyl)amino)thieno[3,2-b]pyridin-5-yl)benzamide